3-(5-(difluoromethyl)-1,3,4-thiadiazol-2-yl)-8-(4-isobutyrylpiperazin-1-yl)-N-(3-methyloxetan-3-yl)imidazo[1,5-a]pyridine-6-sulfonamide-1-d FC(C1=NN=C(S1)C1=NC(=C2N1C=C(C=C2N2CCN(CC2)C(C(C)C)=O)S(=O)(=O)NC2(COC2)C)[2H])F